(E)-3-[3-(Difluoromethoxy)-4-methoxyphenyl]-1-[4-(4-hydroxypiperidin-1-yl)phenyl]prop-2-en-1-one FC(OC=1C=C(C=CC1OC)/C=C/C(=O)C1=CC=C(C=C1)N1CCC(CC1)O)F